O\N=C(/N)\C1C2CN(CC12)C(=O)OC(C)(C)C tert-butyl 6-[(Z)-N'-hydroxycarbamimidoyl]-3-azabicyclo[3.1.0]hexane-3-carboxylate